trans-tert-butyl 4-(4-(((trifluoromethyl)sulfonyl)oxy)-3,6-dihydropyridin-1(2H)-yl)cyclohexane-1-carboxylate FC(S(=O)(=O)OC=1CCN(CC1)[C@@H]1CC[C@H](CC1)C(=O)OC(C)(C)C)(F)F